(S)-o-chlorobenzoic acid ClC1=C(C(=O)O)C=CC=C1